(+)-6-(difluoromethyl)-8-[(1R,3R)-3-hydroxycyclopentyl]-2-{[1-(methylsulfonyl)-piperidin-4-yl]amino}pyrido[2,3-d]pyrimidin-7(8H)-one FC(C1=CC2=C(N=C(N=C2)NC2CCN(CC2)S(=O)(=O)C)N(C1=O)[C@H]1C[C@@H](CC1)O)F